ClCC1=NC(=C2C(=N1)N(N=C2)C2=C(C=CC=C2)C)O 6-(chloromethyl)-1-o-tolyl-1H-pyrazolo[3,4-d]pyrimidin-4-ol